2,2,6-triphenyl-5-(2-(2-(2-(2-hydroxyethoxy)ethoxy)-ethoxy)ethoxy)carbonyl-[2H]-naphtho[1,2-b]pyran C1(=CC=CC=C1)C1(C=CC2=C(O1)C1=CC=CC=C1C(=C2C(=O)OCCOCCOCCOCCO)C2=CC=CC=C2)C2=CC=CC=C2